FC(C1=NN=C(S1)C1=CN=C2N1C=C(C=C2N2CCN(CC2)C(C(F)(F)F)C)S(=O)(=O)NC2(CC2)C)F 3-(5-(difluoromethyl)-1,3,4-thiadiazol-2-yl)-N-(1-methylcyclopropyl)-8-(4-(1,1,1-trifluoropropan-2-yl)piperazin-1-yl)imidazo[1,2-a]pyridine-6-sulfonamide